N-(9-((2R,3R,4R,5R)-3,4-di((tert-butyldimethylsilyl)oxy)-5-(hydroxymethyl)tetrahydrofuran-2-yl)-9H-purin-6-yl)benzamide tungsten [W].[Si](C)(C)(C(C)(C)C)O[C@H]1[C@@H](O[C@@H]([C@H]1O[Si](C)(C)C(C)(C)C)CO)N1C2=NC=NC(=C2N=C1)NC(C1=CC=CC=C1)=O